4-(3-methanesulfonylphenyl)-1-propylpiperidine CS(=O)(=O)C=1C=C(C=CC1)C1CCN(CC1)CCC